C(CCCCCCC)N(C=O)CCCCC N-octyl-N-pentylmethaneamide